1-isopropyl-1H-1,2,3-triazole-4-methanol C(C)(C)N1N=NC(=C1)CO